CC1(OB(OC1(C)C)C=1C=NN(C1)CCCCCCCCC(=O)OCC)C ethyl 9-[4-(4,4,5,5-tetramethyl-1,3,2-dioxaborolan-2-yl)-1H-pyrazol-1-yl]nonanoate